FC(C=1C(=C(C=CC1)C(C)NC1=NN(C(C=2C1=CN(C(C2)=O)C2CCOCC2)=O)C)F)([C@H]2OCCC2)F 4-((1-(3-(difluoro((S)-tetrahydrofuran-2-yl)methyl)-2-fluorophenyl)ethyl)amino)-2-methyl-6-(tetrahydro-2H-pyran-4-yl)pyrido[3,4-d]pyridazine-1,7(2H,6H)-dione